ClC1=NC(=NC(=N1)C=1C=CC2=C(SC3=C2C=CC=C3)C1)C1=CC=CC=C1 2-chloro-4-(dibenzo[b,d]thiophen-3-yl)-6-phenyl-1,3,5-triazine